NC1=CC=C(C=N1)NC(=O)C1CN(C1)C1=C(C=C2C(C(=CN(C2=N1)C=1SC=CN1)C(=O)O)=O)F 7-{3-[(6-aminopyridin-3-yl)carbamoyl]azetidin-1-yl}-6-fluoro-4-oxo-1-(1,3-thiazol-2-yl)-1,4-dihydro-1,8-naphthyridine-3-carboxylic acid